(1S,3R)-3-(tertbutoxycarbonylamino)cyclohexanecarboxylic acid C(C)(C)(C)OC(=O)N[C@H]1C[C@H](CCC1)C(=O)O